CC=1C=C(C=CC1OCCC)C1=CC=C(S1)CC=1C(=NC2=CC=CC=C2N1)C(=O)N ((5-(3-methyl-4-propoxyphenyl)thiophen-2-yl)methyl)quinoxaline-2-carboxamide